CC(C(=O)N[C@@H](C)C1=CC=C(C=C1)S(N)(=O)=O)(C)N1C[C@@H](CC1)OC1=CC(=CC=C1)C(F)(F)F 2-methyl-N-((S)-1-(4-sulfamoylphenyl)ethyl)-2-((R)-3-(3-(trifluoromethyl)phenoxy)pyrrolidin-1-yl)propionamide